2-(N-hydroxyethyl-amino)-ethanol OCCNCCO